(2S,4R)-N-(2-(1,4-dioxaspiro[4.5]decan-8-yloxy)-4-(4-methylthiazol-5-yl)benzyl)-4-hydroxy-1-(3-methyl-2-(3-(prop-2-yn-1-yloxy)isoxazol-5-yl)butanoyl)pyrrolidine-2-carboxamide O1CCOC12CCC(CC2)OC2=C(CNC(=O)[C@H]1N(C[C@@H](C1)O)C(C(C(C)C)C1=CC(=NO1)OCC#C)=O)C=CC(=C2)C2=C(N=CS2)C